(R)-N-((R)-chroman-2-ylmethyl)-1-(naphthalen-1-yl)ethylamine O1[C@H](CCC2=CC=CC=C12)CN[C@H](C)C1=CC=CC2=CC=CC=C12